4-[4-[[2,6-dioxo-3-piperidinyl]amino]phenyl]piperidine-1-carboxylic acid tert-butyl ester C(C)(C)(C)OC(=O)N1CCC(CC1)C1=CC=C(C=C1)NC1C(NC(CC1)=O)=O